C(#N)C1=C(C=CC(=C1)C#N)B(O)O (2,4-dicyanophenyl)boronic acid